tert-butyl (R)-4-(4-((4-([1,2,4]triazolo[1,5-a]pyridin-7-yloxy)-2-fluoro-3-methylphenyl)amino)pyrido[3,2-d]pyrimidin-6-yl)-2-methylpiperazine-1-carboxylate N=1C=NN2C1C=C(C=C2)OC2=C(C(=C(C=C2)NC=2C1=C(N=CN2)C=CC(=N1)N1C[C@H](N(CC1)C(=O)OC(C)(C)C)C)F)C